ON1C(=C(C(C2=CC=CC=C12)=O)CC1=CC=C(C=C1)I)C 1-hydroxy-2-methyl-3-(4-iodobenzyl)-4(1H)-quinolinone